(R)-4-(6-amino-9-(1-(but-2-ynoyl)pyrrolidin-3-yl)-8,9-dihydro-7H-purin-7-yl)-N-cyclohexylbenzamide NC1=C2N(CN(C2=NC=N1)[C@H]1CN(CC1)C(C#CC)=O)C1=CC=C(C(=O)NC2CCCCC2)C=C1